1-(5-fluoro-2-iodophenyl)ethane-1,2-diol FC=1C=CC(=C(C1)C(CO)O)I